C(C)OC(=O)C=1N=C(SC1)C1=CC=NO1 2-(isoxazol-5-yl)thiazole-4-carboxylic acid ethyl ester